2-(((4-(benzyloxy)-6-chloropyridin-2-yl)oxy)methyl)-8-bromo-6-cyclopropylimidazo[1,2-a]pyridine C(C1=CC=CC=C1)OC1=CC(=NC(=C1)Cl)OCC=1N=C2N(C=C(C=C2Br)C2CC2)C1